2-Amino-N-(1-{8-chloro-5-[(3R)-3-fluoropyrrolidin-1-yl]imidazo[1,5-a]-pyridin-6-yl}ethyl)pyrazolo[1,5-a]-pyrimidine-3-carboxamide bistrifluoro-acetate FC(C(=O)O)(F)F.FC(C(=O)O)(F)F.NC1=NN2C(N=CC=C2)=C1C(=O)NC(C)C=1C=C(C=2N(C1N1C[C@@H](CC1)F)C=NC2)Cl